C(C)(C)(C)OC(=O)N1C[C@H](CC1)NS(=O)(=O)C=1C=NC(=CC1)N1CCOCC1.BrCCOC=1C=CC(=NC1)C(F)(F)F 5-(2-Bromoethoxy)-2-(trifluoromethyl)pyridine (S)-tert-Butyl-3-(6-morpholinopyridine-3-sulfonamido)pyrrolidine-1-carboxylate